4-hydroxy-N-((S)-1-(4-(4-methylthiazol-5-yl)phenyl)ethyl)pyrrolidine-2-carboxamide trifluoroacetate FC(C(=O)O)(F)F.OC1CC(NC1)C(=O)N[C@@H](C)C1=CC=C(C=C1)C1=C(N=CS1)C